OC(COC1=CC=C(C=C1)C(C)(C)C1=CC=C(C=C1)OCC(COC(C(=C)C)=O)O)COC(C(=C)C)=O 2,2-Bis-[4-(2-hydroxy-3-methacryloyloxy-propoxy)phenyl]-propan